N1(CCCCC1)C(=O)OCC([C@H](C[C@H]1C(N(CC1)C(=O)OC)=O)NC([C@@H](NC(=O)C=1NC2=CC=CC(=C2C1)OC)CC(C)C)=O)=O (3S)-4-[(3S)-1-(methoxycarbonyl)-2-oxopyrrolidin-3-yl]-3-({N-[(4-methoxy-1H-indol-2-yl)carbonyl]-L-leucyl}amino)-2-oxobutyl piperidine-1-carboxylate